BrC1=C(C2=C(N=C1)NC=C2)C(=O)OC methyl 5-bromo-1H-pyrrolo[2,3-b]pyridine-4-carboxylate